1-(1,2-benzoxazol-3-yl)-N,N-bis[(2,4-dimethoxyphenyl)methyl]-3-hydroxypropane-1-sulfonamide O1N=C(C2=C1C=CC=C2)C(CCO)S(=O)(=O)N(CC2=C(C=C(C=C2)OC)OC)CC2=C(C=C(C=C2)OC)OC